1-(bromomethyl)-2-chloro-4-trifluoromethylbenzene BrCC1=C(C=C(C=C1)C(F)(F)F)Cl